NC1=CC=C(C=C1)P(C1=CC=C(C=C1)N)=O bis(4-aminophenyl)phosphin oxide